ethyl 2-(6-chloro-2,4-dioxo-1H-pyrimidin-3-yl)acetate ClC1=CC(N(C(N1)=O)CC(=O)OCC)=O